β-glycidoxybutyl-trimethoxysilane C(C1CO1)OC(C[Si](OC)(OC)OC)CC